BrC1=C(SC2=C1[C@@]1(C[C@@H](N(CC1)CC=1N=NN(C1)CCS(=O)(=O)C)C)OCC2)CC (2'S,4R)-3-bromo-2-ethyl-2'-methyl-1'-[[1-(2-methylsulfonylethyl)triazol-4-yl]methyl]spiro[6,7-dihydrothieno[3,2-c]pyran-4,4'-piperidine]